ClC1=CC(=C(C(=N1)C(=O)OC)C=C)C1=C(C=C(C=C1)Cl)F methyl 6-chloro-4-(4-chloro-2-fluoro-phenyl)-3-vinyl-pyridine-2-carboxylate